OC1=CC=C(C=CC(=O)N)C=C1 p-hydroxycinnamic acid amide